(4-fluoro-2-(2,2,2-trifluoroethoxy)phenyl)(6-(3-methyl-1-(o-tolyl)-1H-pyrazol-5-yl)-2-azaspiro[3.3]heptan-2-yl)methanone FC1=CC(=C(C=C1)C(=O)N1CC2(C1)CC(C2)C2=CC(=NN2C2=C(C=CC=C2)C)C)OCC(F)(F)F